C1=CC=CC=2C3=CC=CC=C3N(C12)C=1C=C(C=CC1)C1=COC2=C1C=CC=C2 3-(3-(9H-9-carbazolyl)phenyl)benzofuran